1-Cyclohexyl-5-ethylbarbituric acid C1(CCCCC1)N1C(=O)NC(=O)C(C1=O)CC